7-(benzyloxy)-3-((4-(furan-2-carbonyl)piperazin-1-yl)methyl)-6-methoxychroman-4-one C(C1=CC=CC=C1)OC1=C(C=C2C(C(COC2=C1)CN1CCN(CC1)C(=O)C=1OC=CC1)=O)OC